tetrabromobisphenol A (1R,3S)-3-(3-(((benzyloxy)carbonyl)amino)-1H-pyrazol-5-yl)cyclopentyl-3-oxa-8-azabicyclo[3.2.1]octane-8-carboxylate C(C1=CC=CC=C1)OC(=O)NC1=NNC(=C1)[C@@H]1C[C@@H](CC1)OC(=O)N1C2COCC1CC2.BrC2=C(C(=C(C(=C2O)Br)Br)C(C)(C)C2=CC=C(C=C2)O)Br